ClC1=C(C=CC=C1C1=C2CCN(C2=CC=C1)C1=NC=CC(=C1F)C=O)C1=NC(=C(C=O)C=C1)OC 6-(2-chloro-3-(1-(3-fluoro-4-formylpyridin-2-yl)indolin-4-yl)phenyl)-2-methoxynicotinaldehyde